CC1=C(C=CC2=C1OC(=O)C(=C2[O-])NC(=O)C3=CC(=C(C=C3)O)CC=C(C)C)O[C@H]4[C@@H]([C@@H]([C@H](C(O4)(C)C)OC)O)O The molecule is an organic anion obtained by selective deprotonation of the 4-hydroxy group on the chromene ring of descarbamoylnovobiocin. It is a conjugate base of a descarbamoylnovobiocin.